methyl (R)-2-amino-3-(7-methylthieno[3,2-b]pyridine-2-carboxamido)propanoate N[C@@H](C(=O)OC)CNC(=O)C1=CC2=NC=CC(=C2S1)C